OC=1C=C(C=CC1)[C@@H]1C(=C(NC=2C[C@H](CC(C12)=O)C1=C(C=CC=C1)OC)C)C(=O)O (4S,7R)-4-(3-hydroxyphenyl)-7-(2-methoxyphenyl)-2-methyl-5-oxo-1,4,5,6,7,8-hexahydroquinoline-3-carboxylic acid